tert-butyl-4-formylpiperidine-1-carboxylate C(C)(C)(C)OC(=O)N1CCC(CC1)C=O